(1,1-dimethyl-2-propynyl) (2-propenyl) 2-propenylphosphonate C(C=C)P(OC(C#C)(C)C)(OCC=C)=O